N,N-dimethyl-azidopropylamine CN(C)CCCN=[N+]=[N-]